FC1=CC=C(C=C1)N1C(=C(C2=C1C=C1C=NNC1=C2)C2=CC=C(C(=O)O)C=C2)C2(CCC2)CO 4-[5-(4-fluorophenyl)-6-[1-(hydroxymethyl)cyclobutyl]-1H-pyrrolo[2,3-f]indazol-7-yl]benzoic acid